bis(dipropylamino)ethyl-(4-vinylphenyl)silane C(CC)N(CCC)C(C[SiH2]C1=CC=C(C=C1)C=C)N(CCC)CCC